NC1=C(C(=C(C=C1)NCCCCCCCCN1C(C(C(C(C1)O)O)O)CO)[N+](=O)[O-])Cl 1-{8-[(4-amino-3-chloro-2-nitrophenyl)amino]octyl}2-(hydroxymethyl)piperidine-3,4,5-triol